C(C)[N-]C=CC1=CC=C(C=C1)OC N-ethyl-N-(4-methoxyphenyl)vinyl-amide